2-((3-methoxy-2,2-dimethyl-3-oxopropyl)amino)benzo[d]thiazole-6-carboxylic acid COC(C(CNC=1SC2=C(N1)C=CC(=C2)C(=O)O)(C)C)=O